α-Oxo-1-azetidineacetic acid O=C(C(=O)O)N1CCC1